4-((4-((3-fluorophenyl)amino)-1-(4-(trifluoromethyl)benzyl)-1H-indole-7-carboxamido)methyl)benzoic acid FC=1C=C(C=CC1)NC1=C2C=CN(C2=C(C=C1)C(=O)NCC1=CC=C(C(=O)O)C=C1)CC1=CC=C(C=C1)C(F)(F)F